4-(4-(quinolin-3-yl)pyrimidin-2-yl)piperazine-1-carboxylate N1=CC(=CC2=CC=CC=C12)C1=NC(=NC=C1)N1CCN(CC1)C(=O)[O-]